C(C1=CC=CC=C1)SC1=CC(=C(C=C1)NC1=NC=C(C(=N1)NC1=C(C(=O)N)C(=CC=C1)F)Br)C 2-((2-((4-(benzylthio)-2-methylphenyl)amino)-5-bromopyrimidin-4-yl)amino)-6-fluorobenzamide